tert-butyl (1R,4R)-5-(L-phenylalanylglycyl)-2,5-diazabicyclo[2.2.2]octane-2-carboxylate N[C@@H](CC1=CC=CC=C1)C(=O)NCC(=O)N1[C@H]2CN([C@@H](C1)CC2)C(=O)OC(C)(C)C